C(C)C1C(N(C=2C=NC(=NC2N1C1CCNCC1)NC1=C(C=C(C(=O)N)C=C1)OCCO)C)=O 4-((7-ethyl-5-methyl-6-oxo-8-(piperidin-4-yl)-5,6,7,8-tetrahydropteridin-2-yl)amino)-3-(2-hydroxyethoxy)benzamide